(Z)-3-methyl-N'-(3-methyl-7-morpholino-2-(pyridin-2-yl)-3H-imidazo[4,5-b]pyridin-5-yl)benzohydrazonamide CC=1C=C(/C(/N)=N/NC2=CC(=C3C(=N2)N(C(=N3)C3=NC=CC=C3)C)N3CCOCC3)C=CC1